4'-((4-carboxypyridin-2,6-diyl)bis(1H-1,2,3-triazol-4,1-diyl))bis(2-(trifluoromethyl)benzoic acid) C(=O)(O)C1=CC(=NC(=C1)C=1N=NN(C1)C=1C(=C(C(=O)O)C=CC1)C(F)(F)F)C=1N=NN(C1)C=1C(=C(C(=O)O)C=CC1)C(F)(F)F